NC1=CCC(C=C1)(C(C)C)N 1,4-diamino-4-isopropylbenzene